C1(CC1)CN(C(OC(C)(C)C)=O)[C@H]1CN(CCC1)C=1C=NC(=CC1)C(C)N1N=NC(=C1)C1=NC(=CN=C1)N(C)C tert-butyl (cyclopropylmethyl)((3R)-1-(6-(1-(4-(6-(dimethylamino)pyrazin-2-yl)-1H-1,2,3-triazol-1-yl)ethyl)pyridin-3-yl)piperidin-3-yl)carbamate